6-((2-azidoethoxy)carbonyl)-N2-Tert-butyl-(tert-butoxycarbonyl)-L-lysine N(=[N+]=[N-])CCOC(=O)C(CCC[C@H](N(C(C)(C)C)C(=O)OC(C)(C)C)C(=O)O)N